2-[4-chloro-5-[(dimethylamino)methyl]-6-oxo-pyridazin-1-yl]-N-[3-(dimethylsulfamoyl)-4-methyl-phenyl]acetamide ClC=1C=NN(C(C1CN(C)C)=O)CC(=O)NC1=CC(=C(C=C1)C)S(N(C)C)(=O)=O